FC(C1=NN=C(O1)C1=CN=C(S1)CN(S(=O)(=O)CC)C=1C=NC(=CC1)CC)F N-({5-[5-(difluoromethyl)-1,3,4-oxadiazol-2-yl]-1,3-thiazol-2-yl}methyl)-N-(6-ethylpyridin-3-yl)ethane-1-sulfonamide